C(N)(OC1=C(C(=C(C=C1)F)OC(F)(F)F)CC=1C=C2C(N(CC2=C(C1)OC)C1C(NC(CC1)=O)=O)=O)=O (2-(2,6-dioxopiperidin-3-yl)-7-methoxy-3-oxoisoindolin-5-yl)methyl(4-fluoro-3-(trifluoromethoxy)phenyl) carbamate